ClC=1C=C2C=C(NC2=CC1C1=NC=C(N=C1)OC)CNC(=O)C=1C=NN(C1)C N-{[5-chloro-6-(5-methoxy-2-pyrazinyl)-2-indolyl]methyl}-1-methyl-4-pyrazolecarboxamide